3,7-dimethyl-5-methyleneoctan-1-ol CC(CCO)CC(CC(C)C)=C